CC(COP(OCC(C(C)C)C)=O)C(C)C di-(2,3-dimethylbutyl)phosphonic acid